C(C)(C)(C)OC(=O)N=[S@@](=O)(C1=C(C=C(C=C1)C)O[C@H](C)CCCO)N1[C@@H](CCC1)C(=O)OC methyl ((S)-N-(tert-butoxycarbonyl)-2-(((R)-5-hydroxypentan-2-yl)oxy)-4-methylphenylsulfonimidoyl)-L-prolinate